(E)-1-(2-hydroxyphenyl)-3-(m-fluorophenyl)prop-2-en-1-one OC1=C(C=CC=C1)C(\C=C\C1=CC(=CC=C1)F)=O